4-[4-[[5-(2,3-difluoro-4-methoxy-phenyl)-1-methyl-imidazole-2-carbonyl]amino]-2-methyl-benzoyl]-N-[(3S,4S)-4-hydroxypyrrolidin-3-yl]piperazine-1-carboxamide formate C(=O)O.FC1=C(C=CC(=C1F)OC)C1=CN=C(N1C)C(=O)NC1=CC(=C(C(=O)N2CCN(CC2)C(=O)N[C@H]2CNC[C@@H]2O)C=C1)C